CC(CC(C)(C)C)(C)OO 1,1,3,3-tetramethylbutyl hydroperoxide